C(O[C@H]1C[C@H](CC1)C1=CC(=NN1)NC(=O)C1=CC(=NN1C)COC)(OC1=CC=C(C=C1)[N+](=O)[O-])=O (1R,3S)-3-[3-({[3-(methoxymethyl)-1-methyl-1H-pyrazol-5-yl]carbonyl}amino)-1H-pyrazol-5-yl]cyclopentyl 4-nitrophenyl carbonate